1-(6-methylpyrazin-2-yl)ethylamine CC1=CN=CC(=N1)C(C)N